ClC1=C(C=C(C=C1)C1CCN(CC1)C(CN1N=C(C2=C1CCC2)C(=O)N2C[C@H](O[C@H](C2)C)C)=O)F 1-[4-(4-chloro-3-fluorophenyl)piperidin-1-yl]-2-{3-[(2R,6S)-2,6-dimethylmorpholine-4-carbonyl]-5,6-dihydrocyclopenta[c]pyrazol-1(4H)-yl}ethan-1-one